6-Methyl-pyridine-2-carboxylic acid {3-[(tetrahydro-pyran-4-ylmethyl)-amino]-adamantan-1-yl}-amide O1CCC(CC1)CNC12CC3(CC(CC(C1)C3)C2)NC(=O)C2=NC(=CC=C2)C